methylpropylammonium hydroxide [OH-].C[NH2+]CCC